C(CCCCCCCCCCCCCCCCCCCCC(C)C)N isotetracosyl-amine